CC1=C(C=C(C=C1)C1=NOC(=N1)C(Cl)(Cl)Cl)[N+](=O)[O-] 3-(4-methyl-3-nitrophenyl)-5-(trichloromethyl)-1,2,4-oxadiazole